CC1=CN=C2N1C=C(C=C2)C=O (3-methylimidazo[1,2-a]pyridin-6-yl)methanone